N=1N=C(NC1)C#CC=1C=C(OC2=C(N=NN2)C(=O)O)C=CC1F 5-(3-((4H-1,2,4-triazol-3-yl)ethynyl)-4-fluorophenoxy)-1H-1,2,3-triazole-4-carboxylic acid